(S)-(4-(difluoromethyl)-2-(1-hydroxycyclopropyl)oxazol-5-yl)(4-(6-fluorobenzo[d]oxazol-2-yl)-6,7-dihydro-1H-imidazo[4,5-c]pyridin-5(4H)-yl)methanone FC(C=1N=C(OC1C(=O)N1[C@@H](C2=C(CC1)NC=N2)C=2OC1=C(N2)C=CC(=C1)F)C1(CC1)O)F